C(C)(=O)N1[C@@H](CN(CC1)C(C=C)=O)C1=CC(=NC(=C1)Cl)C1=CC(=NC=C1)C(=O)NC (R)-4-(1-acetyl-4-acryloylpiperazin-2-yl)-6-chloro-N-methyl-[2,4'-bipyridine]-2'-carboxamide